NC1=C(C=C(C(=O)N[C@H](C(=O)NC(C(=O)NN(CC(=O)OCC)C(COC2=C(C(=CC(=C2F)F)F)F)=O)C2=CC(=CC=C2)C(F)(F)F)C(C)(C)C)C=C1)Cl Ethyl N-(2-((S)-2-(4-amino-3-chlorobenzamido)-3,3-dimethylbutanamido)-2-(3-(trifluoromethyl)phenyl)acetamido)-N-(2-(2,3,5,6-tetrafluorophenoxy)acetyl)glycinate